O-tert-butyl N-(1r,4r)-[4-[[4-[3-(4-amino-2-fluorophenoxy)-2-pyridyl]pyrimidin-2-yl]amino]cyclohexyl]carbamate NC1=CC(=C(OC=2C(=NC=CC2)C2=NC(=NC=C2)NC2CCC(CC2)NC(OC(C)(C)C)=O)C=C1)F